O=C1NC(CCC1N1C(C2=CC=CC(=C2C1=O)NCCCC(=O)N1CCC(CC1)NC(OC(C)(C)C)=O)=O)=O tert-butyl (1-(4-((2-(2,6-dioxopiperidin-3-yl)-1,3-dioxoisoindolin-4-yl)amino) butanoyl)piperidin-4-yl)carbamate